Cl.N1(CCNCCC1)C1=NN(C(C2=CC=CC=C12)=O)C1=C(C=C(C=C1)F)F 4-(1,4-diazepan-1-yl)-2-(2,4-difluorophenyl)phthalazin-1(2H)-one hydrochloride